4-(trityloxy)-styrene C(C1=CC=CC=C1)(C1=CC=CC=C1)(C1=CC=CC=C1)OC1=CC=C(C=C)C=C1